6-(2,4-dichlorophenyl)-N-(2-fluoro-4-(4-methylpiperazin-1-yl)phenyl)-8,9-dihydroimidazo[1',2':1,6]pyrido[2,3-d]pyrimidin-2-amine ClC1=C(C=CC(=C1)Cl)C1=CC2=C(N=C(N=C2)NC2=C(C=C(C=C2)N2CCN(CC2)C)F)N2C1=NCC2